6-methoxy-N-(5-acetamido-2-methoxyphenyl)-4-trifluoromethylquinolin-2-amine COC=1C=C2C(=CC(=NC2=CC1)NC1=C(C=CC(=C1)NC(C)=O)OC)C(F)(F)F